CC1(OB(OC1(C)C)C=1C=C(N)C=C(C1)C(F)(F)F)C 3-(4,4,5,5-tetramethyl-1,3,2-dioxaborolan-2-yl)-5-(trifluoromethyl)aniline